N-(3-((tert-butyldimethylsilyl)oxy)propyl)-2-methoxy-6-(tributylstannyl)pyridin-4-amine [Si](C)(C)(C(C)(C)C)OCCCNC1=CC(=NC(=C1)[Sn](CCCC)(CCCC)CCCC)OC